C(OC)(OC1=CC=C(C=C1)[N+](=O)[O-])=O methyl p-nitrophenyl carbonate